5-Bromo-N-(3-chlorophenyl)thiophene-2-carboxamide BrC1=CC=C(S1)C(=O)NC1=CC(=CC=C1)Cl